FC1(CCN(CC1)C=1C=NC=C(C1)OC1=CC=C(C=C1)F)C(=O)NC1(CCN2CCC1CC2)C 4-fluoro-1-(5-(4-fluorophenoxy)pyridin-3-yl)-N-(4-methyl-1-azabicyclo[3.2.2]non-4-yl)piperidine-4-carboxamide